C12C(C3CC(CC(C1)C3)C2)NC(CCCC(=O)[O-])=O 5-(2-adamantylamino)-5-oxopentanoate